(R)-2-((5-(7-((1-((1,4-diazepan-1-yl)sulfonyl)pyrrolidin-3-yl)methyl)-2,7-diazaspiro[3.5]nonan-2-yl)-1,2,4-triazin-6-yl)oxy)-5-fluoro-N,N-diisopropylbenzeneFormamide hydrochloride Cl.N1(CCNCCC1)S(=O)(=O)N1C[C@H](CC1)CN1CCC2(CN(C2)C=2N=CN=NC2OC2=C(C=C(C=C2)F)C(=O)N(C(C)C)C(C)C)CC1